C1(CC1)C(=O)NC=1C=C(C(=O)NCCOC2=CC=C(C=C2)S(F)(F)(F)(F)F)C=CN1 2-(cyclopropanecarboxamido)-N-(2-(4-(pentafluorosulfanyl)phenoxy)ethyl)isonicotinamide